tert-butyl (tert-butoxycarbonyl)(2-chloropyrimidin-4-yl)carbamate C(C)(C)(C)OC(=O)N(C(OC(C)(C)C)=O)C1=NC(=NC=C1)Cl